NF monoaminofluorine